3,3-dimethyl-6-(7H-pyrrolo[2,3-d]pyrimidin-7-yl)-2,3-dihydroimidazo[1,5-a]pyridine-1,5-dione CC1(NC(C=2N1C(C(=CC2)N2C=CC1=C2N=CN=C1)=O)=O)C